CN1CCC(CC1)CNC(C1=CC(=CC=C1)OCCNC1=NC(=NC2=CC=CC=C12)N1CCCCC1)=O N-((1-methylpiperidin-4-yl)methyl)-3-(2-((2-(piperidin-1-yl)quinazolin-4-yl)amino)ethoxy)benzamide